C(#N)C1=C(C=C(C=C1)NN1CCC(CC1)NC(=O)C=1C=NN(C1)C)C(F)(F)F N-(1-((4-cyano-3-(trifluoromethyl)phenyl)amino)piperidin-4-yl)-1-methyl-1H-pyrazole-4-carboxamide